benzyl (R)-4-amino-3-((tert-butoxycarbonyl)amino)-4-oxobutanoate NC([C@@H](CC(=O)OCC1=CC=CC=C1)NC(=O)OC(C)(C)C)=O